tert-butyl (R)-2-((3-(ethoxycarbonyl)-2-methyl-1H-pyrrol-1-yl)methyl)morpholine-4-carboxylate C(C)OC(=O)C1=C(N(C=C1)C[C@@H]1CN(CCO1)C(=O)OC(C)(C)C)C